2-(4-(Difluoromethoxy)phenyl)-1H-benzo[d]imidazole FC(OC1=CC=C(C=C1)C1=NC2=C(N1)C=CC=C2)F